C(C1=CC=CC=C1)OC1=NC(=CC=C1C1=NN(C2=CC(=CC=C12)N1C[C@@H](N([C@H](C1)C)C(=O)OC(C)(C)C)C)C)OCC1=CC=CC=C1 tert-butyl (2S,6S)-4-(3-(2,6-bis(benzyloxy)pyridin-3-yl)-1-methyl-1H-indazol-6-yl)-2,6-dimethylpiperazine-1-carboxylate